C(\C(\C)=C/C(=O)OC1CCCCCC1)(=O)OC1CCCCCC1 dicycloheptyl citraconate